C(C)OC(C1=CC=C(C=C1)N1CCN(CC1)CC1=C(CCC(C1)(C)C)C1=CC=C(C=C1)Cl)=O 4-{4-[(4'-chloro-4,4-dimethyl-3,4,5,6-tetrahydro[1,1'-biphenyl]-2-yl)methyl]piperazin-1-yl}benzoic acid ethyl ester